O=C1N(CCC(N1)=O)C1=CC=C(C(=O)N2CCC(CC2)CN(C(OC(C)(C)C)=O)C)C=C1 tert-butyl ((1-(4-(2,4-dioxotetrahydropyrimidin-1(2H)-yl)benzoyl)piperidin-4-yl)methyl)(methyl)carbamate